C(C)(=O)C1=C(C=C(C=C1OC1=CC=C(C=C1)Cl)F)NC(C1=C(C=CC(=C1)C#N)SC)=O N-(2-Acetyl-3-(4-Chlorophenoxy)-5-Fluorophenyl)-5-Cyano-2-(Methylthio)Benzamide